FC1(C[C@@H](CC1)N[C@H](C)C1=C2C(=NC(=C1)C(=O)N)C=CN2)F 7-((R)-1-(((R)-3,3-difluorocyclopentyl)amino)ethyl)-1H-pyrrolo[3,2-b]pyridine-5-carboxamide